FC(C=1C=C(C=C(C1)C(F)(F)F)C1=NN(C=N1)\C=C/C(=O)NNC1=NC=CN=C1)(F)F (Z)-3-[3-[3,5-bis(trifluoromethyl)phenyl]-1,2,4-triazol-1-yl]-N'-pyrazin-2-ylprop-2-enehydrazide